N-((3-chloro-4-fluoro-phenyl)(5-(methylsulfonyl)-1-((2-(trimethylsilyl)ethoxy)methyl)-1H-imidazol-2-yl)methyl)-4-fluoro-N-methyl-aniline ClC=1C=C(C=CC1F)C(N(C1=CC=C(C=C1)F)C)C=1N(C(=CN1)S(=O)(=O)C)COCC[Si](C)(C)C